C(C=C)(=O)OCC(O)C=C vinyl-2-hydroxyethyl acrylate